C1(CC1)N1C=C(C(C2=CC(=C(C=C12)F)F)=O)CN([C@@H]1CN(CCC1)C=1C=NC(=CC1)C)CC1=CC(=NC=C1)OC 1-cyclopropyl-6,7-difluoro-3-({[(2-methoxypyridin-4-yl)methyl][(3S)-1-(6-methyl-pyridin-3-yl)piperidin-3-yl]amino}methyl)-1,4-dihydroquinolin-4-one